(S)-2-Amino-3-(5-(4-((5-cyclopropylpyridin-2-yl)oxy)phenyl)-2H-tetrazol-2-yl)propan N[C@@H](C)CN1N=C(N=N1)C1=CC=C(C=C1)OC1=NC=C(C=C1)C1CC1